2-(2-(dimethylamino)ethoxy)ethan-1-ol CN(CCOCCO)C